ethyl 6-tert-butyl-10-chloro-9-(3-methoxypropoxy)-2-oxo-6,7-dihydrobenzo[a]-quinolizine-3-carboxylate C(C)(C)(C)C1CC2=C(C3=CC(C(=CN13)C(=O)OCC)=O)C=C(C(=C2)OCCCOC)Cl